tert-butyl [4-(hydroxymethyl)-5,7-dimethylindol-1-yl]formate OCC1=C2C=CN(C2=C(C=C1C)C)C(=O)OC(C)(C)C